8-Chloro-7-((2-methyl-1-((2-(trimethylsilyl)ethoxy)methyl)-1H-benzo[d]imidazol-6-yl)oxy)-2-(1-(2-(pyrrolidin-1-yl)ethyl)-1H-pyrazol-4-yl)quinoxaline ClC=1C(=CC=C2N=CC(=NC12)C=1C=NN(C1)CCN1CCCC1)OC=1C=CC2=C(N(C(=N2)C)COCC[Si](C)(C)C)C1